2-((3-(2,6-dioxopiperidin-3-yl)-1-methyl-1H-indazol-7-yl)oxy)-N-(3-methyl-isothiazol-4-yl)acetamide O=C1NC(CCC1C1=NN(C2=C(C=CC=C12)OCC(=O)NC=1C(=NSC1)C)C)=O